pent-2-ynylamide C(C#CCC)[NH-]